1,1,3,3-tetravinyl-dimethyl-disiloxane C(=C)[Si](O[Si](C=C)(C=C)C)(C=C)C